N-(2-amino-4-methylphenethyl)-6-bromo-N-methyl-4-(trifluoromethyl)pyridine-2-amine NC1=C(CCN(C2=NC(=CC(=C2)C(F)(F)F)Br)C)C=CC(=C1)C